3-[1-[(5-Chloropyrimidin-2-yl)methyl]-4-(trifluoromethyl)imidazol-2-yl]propanal ClC=1C=NC(=NC1)CN1C(=NC(=C1)C(F)(F)F)CCC=O